NC1=NC=CC(=C1Cl)OC1=C(C=C(C=C1)NC(=O)C=1C(N(C=CC1OCC)C=1C=CC(=C(OCCC(P(OCC)(OCC)=O)P(OCC)(OCC)=O)C1)F)=O)F tetraethyl (3-(5-(3-((4-((2-amino-3-chloropyridin-4-yl)oxy)-3-fluorophenyl)carbamoyl)-4-ethoxy-2-oxopyridin-1(2H)-yl)-2-fluorophenoxy)propane-1,1-diyl)bis(phosphonate)